divinyl-hexamethyltrisiloxane C(=C)[Si](O[Si](C)(C)C)(O[Si](C)(C)C)C=C